CP(=O)(C)C1=NC=C(C(=N1)OC)N(C(OC(C)(C)C)=O)CC#CC1=C(C2=C(S1)C(=CC=C2)N[C@H]2[C@H](CN(CC2)C)F)CC(F)(F)F tert-butyl (2-(dimethylphosphoryl)-4-methoxypyrimidin-5-yl)(3-(7-(((3S,4R)-3-fluoro-1-methylpiperidin-4-yl)amino)-3-(2,2,2-trifluoroethyl)benzo[b]thiophen-2-yl)prop-2-yn-1-yl)carbamate